ClC1=NC=CC(=N1)C(=O)NN 2-chloropyrimidine-4-carbohydrazide